C(CCCC)[C@@H]1CC[C@H](CC1)C(=O)OC[C@]1(O[C@H](C[C@@H]1O)N1C2=NC(=NC(=C2N=C1)N)F)C#C ((2R,3S,5R)-5-(6-amino-2-fluoro-9H-purin-9-yl)-2-ethynyl-3-hydroxy-tetra-hydrofuran-2-yl)methyl trans-4-pentylcyclohexane-1-carboxylate